4-(Nitromethyl)-3,4-dihydro-2H-thieno[3,4-b]pyran [N+](=O)([O-])CC1C=2C(OCC1)=CSC2